4-Chloro-N-methoxymethyl-N-[5-methyl-2-(1H-pyrazolo[3,4-b]pyridine-4-carbonyl)-pyridin-3-yl]-3-trifluoromethyl-benzenesulfonamide ClC1=C(C=C(C=C1)S(=O)(=O)N(C=1C(=NC=C(C1)C)C(=O)C=1C2=C(N=CC1)NN=C2)COC)C(F)(F)F